C1(=CC=CC=C1)S(=O)(=O)C1=[N+](ON=C1S(=O)(=O)C1=CC=CC=C1)[O-] 3,4-diphenylsulfonyl-1,2,5-oxadiazol-2-oxide